4-(cyclobutylamino)-N-[2-(2,6-dioxopiperidin-3-yl)-1-oxo-3H-isoindol-5-yl]pyrimidine-2-carboxamide C1(CCC1)NC1=NC(=NC=C1)C(=O)NC=1C=C2CN(C(C2=CC1)=O)C1C(NC(CC1)=O)=O